C[C@H]([C@@H](C)S(=O)(=O)C1=NC=CC=C1)CC=C 2-(((2R,3s)-3-methylhex-5-en-2-yl)sulfonyl)pyridine